(E)-ethyl 2-(2-(2-hydroxyethyl)hydrazono)acetate OCCN\N=C\C(=O)OCC